1-(6-(2-hydroxypropan-2-yl)pyridin-2-yl)-2-(4-methoxybenzyl)-6-((4-(4-methylpiperazin-1-yl)phenyl)amino)-1,2-dihydro-3H-pyrazolo[3,4-d]pyrimidin-3-one OC(C)(C)C1=CC=CC(=N1)N1N(C(C=2C1=NC(=NC2)NC2=CC=C(C=C2)N2CCN(CC2)C)=O)CC2=CC=C(C=C2)OC